C1N(CC12CCC(CC2)C(=O)[O-])C(=O)OC(=O)OC(C)(C)C(C)(C)C tert-butyl-isopropoxycarbonyl 2-azaspiro[3.5]nonane-2,7-dicarboxylate